2-amino-N-(6-(5-cyano-2-methylphenyl)-5-(trifluoromethyl)pyridin-2-yl)pyridine-4-sulfonamide NC1=NC=CC(=C1)S(=O)(=O)NC1=NC(=C(C=C1)C(F)(F)F)C1=C(C=CC(=C1)C#N)C